(4-((4-oxo-3,4-dihydrophthalazin-1-yl)methyl)phenyl)carbamic acid tert-butyl ester C(C)(C)(C)OC(NC1=CC=C(C=C1)CC1=NNC(C2=CC=CC=C12)=O)=O